The molecule is a member of the class of 2-pyranones that is 5,6-dihydro-2H-pyran-2-one substituted by a hydroxy group at position 5 and a 2,4,6,8-tetrahydroxytricosyl group at position 6. It has been isolated from Cryptocarya species. It has a role as a metabolite and a plant metabolite. It is a pentol and a member of 2-pyranones. CCCCCCCCCCCCCCC[C@H](C[C@@H](C[C@@H](C[C@@H](C[C@H]1[C@H](C=CC(=O)O1)O)O)O)O)O